[Cl-].OCC[N+](C)(C)C choline chloride